BrC=1C=NC2=CC=C(C=C2C1)O 3-bromoquinolin-6-ol